(Z)-2-methylbutyric acid-cis-3-hexyl ester CCC(CCC)OC(C(CC)C)=O